3,4-dibromobenzofuran BrC1=COC2=C1C(=CC=C2)Br